C(\C=C(/C)\CCC=C(C)C)CC(C)=O trans-Geranylaceton